C(CCC)P(COC)(CCCC)CCCC tributyl-(methoxymethyl)phosphine